(1R)-1-ethyl-1-methyl-N-(9-methyl-8-oxo-6,7,8,9-tetrahydro-5H-imidazo[1,2-a][1,3]diazepin-7-yl)-1,3-dihydrofuro[3,4-c]pyridine-6-carboxamide C(C)[C@]1(OCC=2C=NC(=CC21)C(=O)NC2C(N(C=1N(CC2)C=CN1)C)=O)C